Cl.Cl.C(CCCCCCCCCCCCC)(=O)OC[C@H](COP(=O)(O)OCC(COC(CCNC)=O)OC(CCNC)=O)OC(CCCCCCCCCCCCC)=O (2R)-3-(((2,3-bis((3-(methylamino)propanoyl)oxy)propoxy)(hydroxy)-phosphoryl)oxy)propane-1,2-diyl ditetradecanoate dihydrochloride